(S)-N-methyl-2-(4-nitrophenyl)-1-(2-(thiophen-2-yl)thiazol-4-yl)ethan-1-amine CN[C@@H](CC1=CC=C(C=C1)[N+](=O)[O-])C=1N=C(SC1)C=1SC=CC1